C1(CC1)C1=NC=CC(=C1)C1=NOC(=C1)[C@H](C)N (1S)-1-[3-(2-cyclopropyl-4-pyridinyl)isoxazol-5-yl]Ethylamine